2-(2-chloro-3-methylsulfanyl-phenyl)-2,2-difluoro-acetic acid ClC1=C(C=CC=C1SC)C(C(=O)O)(F)F